C1=CC=C2C=3C(CC4N(C13)CCNC4)=CN2 4,6,6a,7,9,10-hexahydro-8H-pyrazino[1,2-a]pyrrolo[4,3,2-de]quinolin